2-(t-butyl) 3-methyl (1R,3S,5R)-2-azabicyclo[3.1.0]hexane-2,3-dicarboxylate [C@@H]12N([C@@H](C[C@H]2C1)C(=O)OC)C(=O)OC(C)(C)C